1-(5-(2-methyl-1-(tetrahydro-2H-pyran-4-yl)-1H-imidazo[4,5-b]pyridin-6-yl)pyrrolo[2,1-f][1,2,4]triazin-2-yl)cyclobutane-1,3-diamine CC=1N(C=2C(=NC=C(C2)C=2C=CN3N=C(N=CC32)C3(CC(C3)N)N)N1)C1CCOCC1